[Si](C)(C)(C(C)(C)C)OCCS(=O)(=O)CCCCCC(C(=O)OC(C)(C)C)(C)C1=CC(=CC=C1)I tert-butyl 7-((2-((tert-butyldimethylsilyl)oxy)ethyl)sulfonyl)-2-(3-iodophenyl)-2-methylheptanoate